C(#C)C1=C(C=CC=C1)CC 1-(2-ethynylphenyl)ethane